1,3-dihydro-2H-pyrrole-2-one N1C(CC=C1)=O